tert-butyl 3-(4-chloro-5-((3-methyl-5-(phenylethynyl)pyridin-2-yl)carbamoyl)-1H-pyrazol-1-yl)pyrrolidine-1-carboxylate ClC=1C=NN(C1C(NC1=NC=C(C=C1C)C#CC1=CC=CC=C1)=O)C1CN(CC1)C(=O)OC(C)(C)C